4-(3-Methoxyphenyl)-5-(2-methylpyridin-4-yl)-1H-imidazol-2-amine COC=1C=C(C=CC1)C=1N=C(NC1C1=CC(=NC=C1)C)N